ClC1=CN=C(S1)C(=O)O[Li] (5-chlorothiazole-2-carbonyl)oxylithium